ClC1=C(C(=CC=C1)F)NC(=O)C1=CC(=C(C=C1OC(C)C(C)(F)F)N1N=C(N(C1=O)CC)C(=O)O)F 1-(4-[(2-chloro-6-fluorophenyl)carbamoyl]-5-{[3,3-difluorobut-2-yl]oxy}-2-fluorophenyl)-4-ethyl-5-oxo-4,5-dihydro-1H-1,2,4-triazole-3-carboxylic acid